C(C)OP(SCCN(C(C)C)C(C)C)(=O)C methylphosphonothioic acid S-[2-[bis(1-methylethyl) amino] ethyl] O-ethyl ester